6-Chloro-4-((2-chlorophenyl)amino)-N-(2,3-dihydro-1H-inden-2-yl)pyridineamide ClC1=CC(=CC(=N1)C(=O)NC1CC2=CC=CC=C2C1)NC1=C(C=CC=C1)Cl